Isobutyldibenzoylphosphin oxid C(C(C)C)P(C(C1=CC=CC=C1)=O)(C(C1=CC=CC=C1)=O)=O